methyl N-[2-(3-methoxyphenyl)ethyl]carbamate COC=1C=C(C=CC1)CCNC(OC)=O